cyclododeca-4,8-dien-1-one C1(CCC=CCCC=CCCC1)=O